(R)-3-((4-hydroxy-1-(3-phenylbutyryl)piperidin-4-yl)methyl)-6-(thien-3-yl)pyrimidin-4(3H)-one OC1(CCN(CC1)C(C[C@@H](C)C1=CC=CC=C1)=O)CN1C=NC(=CC1=O)C1=CSC=C1